1-allyl-5-benzyloxy-3-[(1S)-1-methylallyl]-4,6-dioxo-N-[(2,4,6-trifluorophenyl)methyl]-2H-pyrido[2,1-f][1,2,4]triazine-7-carboxamide C(C=C)N1N2C(C(N(C1)[C@H](C=C)C)=O)=C(C(C(=C2)C(=O)NCC2=C(C=C(C=C2F)F)F)=O)OCC2=CC=CC=C2